3-methanesulfonyl-N-methylcyclobutane-1-carboxamide CS(=O)(=O)C1CC(C1)C(=O)NC